2-ethyl-3,5,6-trimethyl-4-methoxyphenol C(C)C1=C(C(=C(C(=C1C)OC)C)C)O